(S)-2-((1-(2-(3-(difluoromethyl)phenyl)-3,7-dimethyl-4-oxo-4H-pyrido[1,2-a]pyrimidin-9-yl)ethyl)amino)benzoic acid FC(C=1C=C(C=CC1)C=1N=C2N(C(C1C)=O)C=C(C=C2[C@H](C)NC2=C(C(=O)O)C=CC=C2)C)F